N-(4-Bromophenyl)-4-methylbenzenesulfonamide BrC1=CC=C(C=C1)NS(=O)(=O)C1=CC=C(C=C1)C